bis[2-(dimethylamino)ethyl] ether CN(CCOCCN(C)C)C